3-pyrazolo[1,5-a]pyrimidin-6-yl-9H-pyrido[2,3-b]indol-8-amine N1=CC=C2N1C=C(C=N2)C2=CC1=C(NC3=C(C=CC=C13)N)N=C2